C(C)(=O)C1=NN(C2=CC=C(C=C12)C=1C=NC(=NC1)C)CC(=O)N1[C@@H]2C[C@@]2(C[C@H]1C(=O)NC1=NC(=CC=C1C)OC(F)(F)F)C (1R,3S,5R)-2-(2-(3-acetyl-5-(2-methylpyrimidin-5-yl)-1H-indazol-1-yl)acetyl)-5-methyl-N-(3-methyl-6-(trifluoromethoxy)-pyridin-2-yl)-2-azabicyclo[3.1.0]hexane-3-carboxamide